FI(F)CC1=CC=CC=C1 (Difluoroiodo)toluene